N-tert-butoxycarbonyl-L-proline C(C)(C)(C)OC(=O)N1[C@@H](CCC1)C(=O)O